N'-acetyl-5-bromo-1-(4-methoxybenzyl)-2-oxo-2,3-dihydro-1H-benzo[b]azepine-4-carbohydrazide C(C)(=O)NNC(=O)C1=C(C2=C(N(C(C1)=O)CC1=CC=C(C=C1)OC)C=CC=C2)Br